4-(4-(azidomethyl)piperidin-1-yl)-2-(2,6-dioxopiperidin-3-yl)isoindoline-1,3-dione N(=[N+]=[N-])CC1CCN(CC1)C1=C2C(N(C(C2=CC=C1)=O)C1C(NC(CC1)=O)=O)=O